(2R,3R,3aR,11aS)-2-fluoro-3-[(1E,3ξ)-3-hydroxy-3-(1-phenylcyclobutyl)-1-propen-1-yl]-1,2,3,3a,4,5,6,11a-octahydrobenzo[b]cyclopenta[g]oxocine-9-carboxylic acid F[C@@H]1C[C@H]2[C@H](CCCC3=C(O2)C=C(C=C3)C(=O)O)[C@H]1\C=C\C(C1(CCC1)C1=CC=CC=C1)O